cyclopentyl-6-(4-pyridyl)pyridine-2,3-diamine C1(CCCC1)C1=C(C(=NC(=C1)C1=CC=NC=C1)N)N